ClC=1C(=CC(=NC1)NC(C([2H])([2H])[2H])C([2H])([2H])[2H])C=1C=C(NC1)C(=O)NC(CO)C1=CC(=CC=C1)Cl 4-(5-chloro-2-((propan-2-yl-1,1,1,3,3,3-d6)amino)pyridin-4-yl)-N-(1-(3-chlorophenyl)-2-hydroxyethyl)-1H-pyrrole-2-carboxamide